5-benzyl-2-(4-vinylbenzyl)-2H-tetrazole C(C1=CC=CC=C1)C=1N=NN(N1)CC1=CC=C(C=C1)C=C